N1(C=CC2=CC=CC=C12)C(=O)O 1H-INDOLE-1-CARBOXYLIC ACID